ethyl 1-(tetrahydro-2H-pyran-2-yl)cyclobutane-1-carboxylate O1C(CCCC1)C1(CCC1)C(=O)OCC